(R)-N-(4-(5-amino-3-(pyridine-2-yl)-1H-1,2,4-triazole-1-carbonyl)phenyl)-2-(cyclohexylamino)-3-phenylpropionamide NC1=NC(=NN1C(=O)C1=CC=C(C=C1)NC([C@@H](CC1=CC=CC=C1)NC1CCCCC1)=O)C1=NC=CC=C1